C1[C@@H](OP(=O)(OP(=O)(O1)[O-])[O-])C(=O)[O-] The molecule is an organophosphate oxoanion arising from deprotonation of the phosphate and carboxy groups of cyclic 2,3-bisphospho-D-glyceric acid; major species at pH 7.3. It is an organophosphate oxoanion and a monocarboxylic acid anion. It is a conjugate acid of a cyclic 2,3-bisphospho-D-glyceric acid.